6-Bromo-N-(3,4-difluorophenyl)-7-fluoro-1H-indazol-5-amine BrC1=C(C=C2C=NNC2=C1F)NC1=CC(=C(C=C1)F)F